C(C=CCC=C)=O 2,5-hexandienal